n-docosyl propanoate C(CC)(=O)OCCCCCCCCCCCCCCCCCCCCCC